FC=1C=C(C=CC1)[C@H](CNC1(CCN(CC1)CC(=O)OC)C)O methyl (R)-2-(4-((2-(3-fluorophenyl)-2-hydroxyethyl)amino)-4-methylpiperidin-1-yl)acetate